N1C=C(C2=CC=CC=C12)C=1C2=C(N=C(N1)N1CCOCC1)CN(CC2)C(C(C)C)=O (4-(1H-indol-3-yl)-2-morpholino-5,8-dihydropyrido[3,4-d]pyrimidin-7(6H)-yl)-2-methylpropan-1-one